C(=CC1=CC=CC=C1)CC(C(=O)O)=C.CNC dimethylamine styrenemethacrylate